Glycidoxypropyl-trimethoxysilane tert-butyl-(2-(4-(N-phenylpropionamido)piperidin-1-yl)ethyl)carbamate C(C)(C)(C)N(C(O)=O)CCN1CCC(CC1)N(C(CC)=O)C1=CC=CC=C1.C(C1CO1)OCCC[Si](OC)(OC)OC